ClC1=C(C(=O)N(C)C)C=CC(=C1)NC1CN(C1)C1CCN(CC1)C([C@](C(F)(F)F)(C1=CC=CC=C1)O)=O (S)-2-chloro-N,N-dimethyl-4-(1-(1-(3,3,3-trifluoro-2-hydroxy-2-phenylpropanoyl)piperidin-4-yl)azetidin-3-ylamino)benzamide